3-(1H-imidazole-1-yl)propylamine N1(C=NC=C1)CCCN